BrC1=CC=C(S1)S(=O)(=O)N1C=NC=C1 1-((5-bromothiophen-2-yl)sulfonyl)-1H-imidazole